FC1=CC=C(C=C1)CN1C(COC2=C1C=C(C(=C2C)[N+](=O)[O-])C)=O 4-[(4-fluorophenyl)methyl]-6,8-dimethyl-7-nitro-1,4-benzoxazin-3-one